O=C1NC(CCC1N1C(C2=CC=C(C=C2C1=O)N(C)[C@@H]1[C@@H](CCC1)N1CC(C1)OCC)=O)=O 2-(2,6-dioxopiperidin-3-yl)-5-(((1S,2R)-2-(3-ethoxyazetidin-1-yl)cyclopentyl)(methyl)amino)isoindoline-1,3-dione